C1NCC2=C1CNC2 1H,2H,3H,4H,5H,6H-pyrrolo[3,4-c]pyrrol